(S,E)-4-(8-Amino-3-(1-(4-(dimethylamino)but-2-enoyl)pyrrolidin-2-yl)imidazo[1,5-a]pyrazin-1-yl)-N-(thiazol-2-yl)benzamide NC=1C=2N(C=CN1)C(=NC2C2=CC=C(C(=O)NC=1SC=CN1)C=C2)[C@H]2N(CCC2)C(\C=C\CN(C)C)=O